ClC1=C2C[C@H]([C@H](C2=CC=C1)O)NC([O-])=O (1S,2R)-4-Chloro-1-hydroxy-2,3-dihydro-1H-inden-2-yl-carbamat